P(=O)(O)(O)O.C(C=C)(=O)OCCO mono(2-hydroxyethyl) acrylate phosphate